C(C)OC(C(C=CC1=CC=C(C=C1)C1=CC=CC=C1)(F)F)=O ethyl-4-(4-phenylphenyl)-2,2-difluorobut-3-enoate